[2-[1'-(1H-indazole-5-carbonyl)-4-methyl-2-oxospiro[indole-3,4'-piperidin]-1-yl]acetyl]pyrrolidine-3-carbonitrile N1N=CC2=CC(=CC=C12)C(=O)N1CCC2(CC1)C(N(C1=CC=CC(=C12)C)CC(=O)N1CC(CC1)C#N)=O